(R)-5-(1-(3-(dimethylamino)phenyl)ethyl)-6-fluoro-3-((3-fluorobenzyl)amino)-4H-benzo[e][1,2,4]thiadiazine 1,1-dioxide CN(C=1C=C(C=CC1)[C@@H](C)C1=C(C=CC2=C1NC(=NS2(=O)=O)NCC2=CC(=CC=C2)F)F)C